2-(tetrahydro-2H-pyran-4-yl)propionamide O1CCC(CC1)C(C(=O)N)C